C(CCCCC)OC=1C=CC=C(C1)O 5-(hexyl)oxy-phenol